Cl.[C@@H]12CNC[C@H]2C1CC(=O)OC methyl (1R,5S,6s)-3-azabicyclo[3.1.0]hex-6-ylacetate hydrochloride